C12(CCC(C1)C2)NC(CN2C(C(=CC=C2)NC([C@H](CCC(C(=O)NC)=O)NC(=O)C=2OC1=C(C2C)C=CC=C1)=O)=O)=O (S)-N1-(1-(2-(Bicyclo[2.1.1]hexan-1-ylamino)-2-oxoethyl)-2-oxo-1,2-dihydropyridin-3-yl)-N6-methyl-2-(3-methylbenzofuran-2-carboxamido)-5-oxohexandiamid